tert-butyl (3aS,5R,6aR)-5-hydroxy-2,2-dimethyltetrahydro-2H-cyclopenta[d]oxazole-3(3aH)-carboxylate O[C@H]1C[C@@H]2[C@@H](N(C(O2)(C)C)C(=O)OC(C)(C)C)C1